C(CCCCCCCC)N(CCN(CCC1CCN(CC1)C(=O)OC(C)(C)C)CCCCCCCCC)CCCCCCCCC tert-Butyl 4-(2-((2-(dinonylamino)ethyl)(nonyl)amino)ethyl)piperidine-1-carboxylate